FC=1C=C(C=C2C=CC(=NC12)C1CCOCC1)CN1C[C@@H]([C@H](C1)OC1COC1)OC=1C=C2CN(C(C2=CC1)=O)[C@H]1C(NC(CC1)=O)=O |o1:39| rel-3-(5-(((3S,4S)-1-((8-fluoro-2-(tetrahydro-2H-pyran-4-yl)quinolin-6-yl)methyl)-4-(oxetan-3-yloxy)pyrrolidin-3-yl)oxy)-1-oxoisoindolin-2-yl)piperidine-2,6-dione